COC1=C(C=C(C(=O)OC)C=C1)O methyl 4-methoxy-3-hydroxybenzoate